ClCCCC1(OCCO1)C 2-(3'-chloropropyl)-2-methyl-1,3-dioxolane